ClC=1C=C(C(=NC1OC)NS(=O)(=O)C1=CNC2=C1C=CC=1C=C(NC21)C)F N-(5-chloro-3-fluoro-6-methoxypyridin-2-yl)-7-methyl-1,8-dihydropyrrolo[3,2-g]indole-3-sulfonamide